[5-(5-Carboxymethoxy-pentylselanyl)-pentyloxy]-acetic acid C(=O)(O)COCCCCC[Se]CCCCCOCC(=O)O